4-(4-chloro-3-methylphenoxy)-3,5-difluorobenzyl alcohol ClC1=C(C=C(OC2=C(C=C(CO)C=C2F)F)C=C1)C